C(C)OC1(C=CC(CC1)C(C)(C)OCC)C 3-ethoxy-6-(1-ethoxy-1-methylethyl)-3-methylcyclohexene